C1(CC1)C1CC2=C(CN(C1)CC1=CC(=CC=3C=CSC31)[C@@H](CC(=O)OCC)C=3C(=C1C(=NC3)N(N=N1)C)C)N=C(C=C2)O ethyl (3R)-3-{7-[(6-cyclopropyl-2-hydroxy-5,6,7,9-tetrahydro-8H-pyrido[2,3-c]azepin-8-yl)methyl]-1-benzothiophen-5-yl}-3-(3,7-dimethyl-3H-[1,2,3]triazolo[4,5-b]pyridin-6-yl)propanoate